BrC=1C=C(C=C2C=C(N(C12)CC)C=1CNCCC1)C(=O)N1CCN(CC1)C1=NC=C(C=C1OC)F (7-Bromo-1-ethyl-2-(1,2,5,6-tetrahydropyridin-3-yl)-1H-indol-5-yl)(4-(5-fluoro-3-methoxypyridin-2-yl)piperazin-1-yl)methanone